C[C@H](C(CC(CC(=O)SCCNC(CCNC([C@@H](C(COP(OP(OC[C@@H]1[C@H]([C@H]([C@@H](O1)N1C=NC=2C(N)=NC=NC12)O)OP(=O)(O)O)(=O)O)(=O)O)(C)C)O)=O)=O)=O)=O)CC (S)-6-methyl-3,5-dioxooctanoyl-CoA